(2R)-2-Amino-3-methyl-1-[2-{(2E)-2-[(3-methylphenyl)methylidene]hydrazinyl}-4-(morpholin-4-yl)-5,7-dihydro-6H-pyrrolo[3,4-d]pyrimidin-6-yl]butan-1-one N[C@@H](C(=O)N1CC=2N=C(N=C(C2C1)N1CCOCC1)N/N=C/C1=CC(=CC=C1)C)C(C)C